NC=1N=C(SC1C(C1=CC=C(C=C1)Cl)=O)N(C1=CC=C(C=C1)Cl)C(C(=O)N)C (N-[4-amino-5-(4-chlorobenzoyl)thiazol-2-yl]-4-chloro-anilino)propionamide